1,2,3,4-tetramethyl-cyclobutane-1,2,3,4-tetracarboxylic acid-1,2:3,4-dianhydride CC12C(C3(C1(C(=O)OC3=O)C)C)(C(=O)OC2=O)C